C1(CC1)C1=NN=C(S1)OC1=CC(=C(C=C1)NC(=O)N[C@@H](C)C=1N(N=CN1)C1=NC=CC=N1)C 1-[4-[(5-cyclopropyl-1,3,4-thiadiazol-2-yl)oxy]-2-methyl-phenyl]-3-[(1S)-1-(2-pyrimidin-2-yl-1,2,4-triazol-3-yl)ethyl]urea